(R)-7-methyl-4-(1-(methylsulfonyl)piperidin-4-yl)-6-(1H-pyrazolo-[4,3-b]pyridin-6-yl)-5,6,7,8-tetrahydropyrido[4,3-d]pyrimidine C[C@@H]1CC=2N=CN=C(C2CN1C=1C=C2C(=NC1)C=NN2)C2CCN(CC2)S(=O)(=O)C